ethyl 2-(1-(2-methyl-6-(1-methyl-5-(((tetrahydro-2H-pyran-2-yl)oxy)methyl)-1H-1,2,3-triazol-4-yl)pyridin-3-yl)pyrrolidin-3-yl)acetate CC1=NC(=CC=C1N1CC(CC1)CC(=O)OCC)C=1N=NN(C1COC1OCCCC1)C